1-(4-(5-(chlorodifluoromethyl)-1,2,4-oxadiazol-3-yl)phenyl)-2-(p-tolylamino)ethan-1-one ClC(C1=NC(=NO1)C1=CC=C(C=C1)C(CNC1=CC=C(C=C1)C)=O)(F)F